OC1=C(C=CC=C1)C1=CC(=CN=N1)N1CCC(CC1)(C(=O)OCC)N1N=C(C=C1)C ethyl 1-(6-(2-hydroxyphenyl)pyridazin-4-yl)-4-(3-methyl-1H-pyrazol-1-yl)piperidine-4-carboxylate